methyl-α-methylene-γ-butyrolactone CC1C(C(=O)OC1)=C